FC=1C=C2C=NN(C2=C(C1O)F)C1=CC=C(C=C1)C=1CCN(CC1)S(=O)(=O)C 5,7-Difluoro-1-(4-(1-(methylsulfonyl)-1,2,3,6-tetrahydropyridin-4-yl)phenyl)-1H-indazol-6-ol